ClC1=C(C=CC=C1)C1=NC2=C(N1)CC(CC2)N2CC1=NC=CN=C1CC2 6-(2-(2-chlorophenyl)-4,5,6,7-tetrahydro-1H-benzo[d]imidazol-6-yl)-5,6,7,8-tetrahydropyrido[3,4-b]pyrazine